3-(benzyloxy)benzyl alcohol C(C1=CC=CC=C1)OC=1C=C(CO)C=CC1